4-amino-1,2-butanediol NCCC(CO)O